OC[C@@H](NC(=O)C1=CC2=CC=CC(=C2C=C1)OC1=CC=C(C=C1)C(F)(F)F)C1CN(C1)C(=O)OC(C)(C)C tert-Butyl 3-[(1S)-2-hydroxy-1-[[5-[4-(trifluoromethyl)phenoxy]naphthalene-2-carbonyl] amino]ethyl]azetidine-1-carboxylate